(S)-1-(3-acetyl-8-fluoro-6-oxo-1,2,3,4,5,6-hexahydrobenzo[c][1,7]naphthyridin-1-yl)-3-(3-cyano-4-fluorophenyl)-1-methylurea C(C)(=O)N1C[C@H](C=2C3=C(C(NC2C1)=O)C=C(C=C3)F)N(C(=O)NC3=CC(=C(C=C3)F)C#N)C